OC1=CC2=C(SC(=C2C)C(CCC(=O)OCC)=O)C=C1OC ethyl 4-(5-hydroxy-6-methoxy-3-methylbenzo[b]thiophene-2-yl)-4-oxobutanoate